bis-hydroxyethylene OC=CO